ClC=1N=CC2=C(N1)C(=CN2)N 2-Chloro-5H-pyrrolo[3,2-d]pyrimidin-7-amine